2-isopropyl-1,3-phenylene bis(dihydrogen phosphate) P(=O)(O)(O)OC1=C(C(=CC=C1)OP(=O)(O)O)C(C)C